succinyl-arginin C(CCC(=O)O)(=O)N[C@@H](CCCNC(N)=N)C(=O)O